FC1=C(C#N)C=CC(=C1)O[C@H]1CNC[C@]1([C@@H](C)O)O 2-fluoro-4-(((3S,4R)-4-hydroxy-4-((R)-1-hydroxyethyl)pyrrolidin-3-yl)oxy)benzonitrile